CN(C(OC1=CC2=C(C(=C(C(O2)=O)CC2=C(C(=CC=C2)NS(NC)(=O)=O)F)CN(C)CC(F)F)C=C1)=O)C 4-(((2,2-difluoroethyl) (methyl) amino) methyl)-3-(2-fluoro-3-((N-methylsulfamoyl) amino) benzyl)-2-oxo-2H-benzopyran-7-yl dimethylcarbamate